N-(1'-(3-fluoro-5-(piperidin-1-ylsulfonyl)benzoyl)spiro[cyclohexane-1,3'-indolin]-5'-yl)methanesulfonamide FC=1C=C(C(=O)N2CC3(C4=CC(=CC=C24)NS(=O)(=O)C)CCCCC3)C=C(C1)S(=O)(=O)N1CCCCC1